COC1=CC=C(C=N1)C1=CC(=NN1)NC1=C(C=C(C=C1)NS(=O)(=O)C)C N-(4-((5-(6-methoxypyridin-3-yl)-1H-pyrazol-3-yl)amino)-3-methylphenyl)methanesulfonamide